ClC1=C(C=C(C=C1)C1CC1)NC(NC=1SC(=CN1)CCC1=CC(=NC=C1)NC(C)=O)=O N-[4-(2-{2-[3-(2-Chloro-5-cyclopropyl-phenyl)-ureido]-thiazol-5-yl}-ethyl)-pyridin-2-yl]-acetamide